dibenzoyl-benzoic acid C(C1=CC=CC=C1)(=O)C=1C(=C(C(=O)O)C=CC1)C(C1=CC=CC=C1)=O